2-(4-((2-methoxyethoxy)methoxy)-1-((2-methoxyethoxy)methyl)-1H-indol-3-yl)-N,N-dimethylethan-1-amine COCCOCOC1=C2C(=CN(C2=CC=C1)COCCOC)CCN(C)C